(2R,3R,4S,5R)-6-(dodecylthio)-2-((2-methoxypropane-2-yl) oxy)-6-oxohexane-1,3,4,5-tetrayl tetraacetate C(C)(=O)OC[C@H]([C@H]([C@@H]([C@H](C(=O)SCCCCCCCCCCCC)OC(C)=O)OC(C)=O)OC(C)=O)OC(C)(C)OC